OCCS(=O)(=O)C1=C(C=CC=C1)N=NC1=CC=C(C(=C1)OC)O 4-[(2-hydroxyethansulphonyl)-phenylazo]-6-methoxyphenol